(2S,3S)-3-amino-bicyclo[2.2.2]octane N[C@H]1CC2CCC1CC2